3-amino-3-{[2-(cyclopropanecarbonyloxy)ethyl]carbamoyl}propanoic acid NC(CC(=O)O)C(NCCOC(=O)C1CC1)=O